CC=1SC=2CN(CCC2N1)C(=O)N 2-methyl-6,7-dihydrothiazolo[5,4-c]pyridine-5(4H)-carboxamide